(9-(4-amino-5-(4-(difluoromethoxy)phenyl)-7-methyl-7H-pyrrolo[2,3-d]pyrimidin-6-yl)-3-azaspiro[5.5]undec-8-en-3-yl)prop-2-en-1-one NC=1C2=C(N=CN1)N(C(=C2C2=CC=C(C=C2)OC(F)F)C2=CCC1(CCN(CC1)C(C=C)=O)CC2)C